C(CCC)OC(C1=CC(C(=O)OCCCC)=CC=C1)=O.[Li] lithium dibutylisophthalate